Cl.CC1=NC(=CC(=C1)C=1OC=C(N1)C(=O)NC1=CC2=CN(N=C2C=C1N1CCCCC1)C)C 2-(2,6-dimethylpyridin-4-yl)-N-(2-methyl-6-(piperidin-1-yl)-2H-indazol-5-yl)oxazole-4-carboxamide hydrochloride